2-[6-[5-(Difluoromethyl)-2-thienyl]pyrazolo[4,3-b]pyridin-1-yl]-N,N-dimethyl-acetamide FC(C1=CC=C(S1)C=1C=C2C(=NC1)C=NN2CC(=O)N(C)C)F